2-((3-(2,6-dioxopiperidin-3-yl)-1-methyl-1H-indazol-7-yl)oxy)-N-(thiazol-2-yl-methyl)acetamide O=C1NC(CCC1C1=NN(C2=C(C=CC=C12)OCC(=O)NCC=1SC=CN1)C)=O